O=C1NC(CCC1NC(=O)C1=C(C=C(C=C1)N1CCN(CC1)CC1CCN(CC1)C1=CC=C(C(=O)OC(C)(C)C)C=C1)F)=O tert-butyl 4-[4-[[4-[4-[(2,6-dioxo-3-piperidyl)carbamoyl]-3-fluoro-phenyl]piperazin-1-yl]methyl]-1-piperidyl]benzoate